C1(=CC=C(C=C1)CNC=1C=NC=CC1)C1=CC=CC=C1 3-[(biphenyl-4-ylmethyl)amino]pyridine